NC1=C(C=2C(O1)=CC1=C(OC(=C1C(=O)[O-])N)C2)C(=O)[O-] 2,6-diaminobenzo[1,2-b:4,5-b']difuran-3,7-dicarboxylate